nickel-manganese oxide lithium [Li+].[O-2].[Mn+2].[Ni+2]